tert-Butyl 7-[(3-oxo-4H-1,4-benzoxazin-7-yl)methyl]-2,7-diazaspiro[3.5]nonane-2-carboxylate O=C1COC2=C(N1)C=CC(=C2)CN2CCC1(CN(C1)C(=O)OC(C)(C)C)CC2